C(=O)(O)CCCCCOC=1C=C2OC3=C(C(CC(C3=CC2=CC1)(C)C)=O)S(=O)(=O)[O-] 6-(5-carboxypentoxy)-1,1-dimethyl-3-oxo-2H-xanthene-4-sulfonate